C(C)(C)(C)OC(=O)N1CCC2(CCC([C@H]2N[S@](=O)C(C)(C)C)C)CC1 (1R)-1-((R)-1,1-dimethylethylsulfinylamino)-2-methyl-8-azaspiro[4.5]decane-8-carboxylic acid tert-butyl ester